N1N=C(C=C1)CC=1SC2=C(N(C=3C(N(N=CC32)CC=3N=CNC3C(=O)N)=O)C)N1 4-((2-((1H-pyrazol-3-yl)methyl)-4-methyl-5-oxo-4,5-dihydro-6H-thiazolo[5',4':4,5]pyrrolo[2,3-d]pyridazin-6-yl)methyl)-1H-imidazole-5-carboxamide